(R)-2-methyl-N-((S)-6,6,6-trifluoro-1-(2-hydroxyethoxy)hexan-3-yl)propane-2-sulfinamide CC(C)(C)[S@@](=O)N[C@H](CCOCCO)CCC(F)(F)F